CC(=O)N[C@@H]1[C@H]([C@@H]([C@H](O[C@@H]1OC[C@@H]2[C@H]([C@@H]([C@@H]([C@H](O2)O)O)O)O)CO)O)O[C@H]3[C@H]([C@H]([C@@H]([C@H](O3)CO)O)O)O[C@@H]4[C@H]([C@H]([C@@H]([C@H](O4)CO)O)O)O The molecule is an amino tetrasaccharide consisting of alpha-D-mannopyranosyl, beta-D-mannopyranosyl, 2-acetamido-alpha-D-glucopyranosyl and alpha-D-mannopyranosyl residues joined in sequence by (1->2), (1->3) and (1->6) glycosidic linkages. It is an amino tetrasaccharide and a member of acetamides.